CC(CC)(CCCC(C)C)OCC=CC1=CC=C(C=C1)OC 1-(3-((3,7-dimethyloctan-3-yl)oxy)prop-1-en-1-yl)-4-methoxybenzene